1,3-dimethyl-3,7-dihydro-1H-purine-2,6-dione-1,2-ethylenediamine salt C(CN)N.CN1C(N(C=2N=CNC2C1=O)C)=O